ClC1=CC=C(C=N1)C[N+]1=C2N(C(C(=C1)C1=CN(C3=CC=CC=C13)CCF)=O)C=CC=C2 1-((6-chloropyridin-3-yl)methyl)-3-(1-(2-fluoroethyl)-1H-indol-3-yl)-4-oxo-4H-pyrido[1,2-a]pyrimidinium